CN1CCSCC1 N-methyl-thiomorpholine